methyl-N-[(3R)-spiro[3.4]octan-3-yl]thiazole-4-carboxamide CC=1SC=C(N1)C(=O)N[C@@H]1CCC12CCCC2